azetidine-3-carbonitrile mono(trifluoroacetic acid) salt FC(C(=O)O)(F)F.N1CC(C1)C#N